OCC1=CC(=C(C(=C1)C(C)(C)C)O)C(C)(C)C 4-hydroxymethyl-2,6-di-tertiary butyl-phenol